(R)-4-(1-hydroxy-1,3-dihydrobenzo[c][1,2]oxaborole-5-carboxamido)-5-(1-hydroxy-1,3-dihydrobenzo[c][1,2]oxaborole-6-carboxamido)pentanoic acid OB1OCC2=C1C=CC(=C2)C(=O)N[C@H](CCC(=O)O)CNC(=O)C=2C=CC1=C(B(OC1)O)C2